C(C)C1C[C@H](NC1=O)COC1=CSC=2C1=NC(=C(C2)C(=O)N)OC 3-(((2S)-4-ethyl-5-oxopyrrolidin-2-yl)methoxy)-5-methoxythieno[3,2-b]pyridine-6-carboxamide